C(#N)[C@H]1N(CSC1)C(CNC(=O)C1=CC=NC2=CC=C(C=C12)N1[C@@H]([C@H](OCC1)C)C)=O N-(2-((R)-4-Cyanothiazolidin-3-yl)-2-oxoethyl)-6-((2R,3R)-2,3-dimethylmorpholino)-quinoline-4-carboxamide